(E)-4-methoxybut-2-enoic acid ethyl ester C(C)OC(\C=C\COC)=O